C(C)(C)(C)C1=CN=C(O1)CSC1=CN=C(S1)N[C@H]1CN(CCC1)C(=O)OC(C)(C)C tert-butyl (R)-3-((5-(((5-(tert-butyl)oxazol-2-yl)methyl)thio)thiazol-2-yl)amino)piperidine-1-carboxylate